(4-(3-(4-(4-(2-(4-(2-(2,6-dioxopiperidin-3-yl)-1-oxoisoindolin-5-yl)piperazin-1-yl)ethyl)piperidin-1-yl)phenoxy)-6-hydroxybenzo[b]thiophen-2-yl)phenyl)boronic acid O=C1NC(CCC1N1C(C2=CC=C(C=C2C1)N1CCN(CC1)CCC1CCN(CC1)C1=CC=C(OC=2C3=C(SC2C2=CC=C(C=C2)B(O)O)C=C(C=C3)O)C=C1)=O)=O